CCO[Si](CCC(C(C(C(C(C(C(C(F)(F)F)(F)F)(F)F)(F)F)(F)F)(F)F)(F)F)(F)F)(OCC)OCC (Heptadecafluoro-1,1,2,2-Tetrahydrodecyl)Triethoxysilane